2-((4-isopropylphenoxy)methyl)oxirane C(C)(C)C1=CC=C(OCC2OC2)C=C1